C(C1CO1)OC(COC1=CC=C(C=C1)C1(C2=CC=CC=C2C=2C=CC=CC12)C1=CC=C(C=C1)OCC(C)OCC1CO1)C 9,9-bis[4-(2-glycidyloxypropoxy)phenyl]fluorene